N-(2-(1-((5-(2,6-dioxopiperidin-3-yl)pyridin-3-yl)methyl)piperidin-4-yl)-5-(2-hydroxypropan-2-yl)benzo[d]thiazol-6-yl)-6-(trifluoromethyl)nicotinamide O=C1NC(CCC1C=1C=C(C=NC1)CN1CCC(CC1)C=1SC2=C(N1)C=C(C(=C2)NC(C2=CN=C(C=C2)C(F)(F)F)=O)C(C)(C)O)=O